4-({5-fluoro-4-[(5R)-2,2,5-trimethylmorpholin-4-yl]pyrimidin-2-yl}amino)benzenesulfonamide FC=1C(=NC(=NC1)NC1=CC=C(C=C1)S(=O)(=O)N)N1CC(OC[C@H]1C)(C)C